t-butyl-octane C(C)(C)(C)CCCCCCCC